4-chloro-6-(phenanthr-9-yl)-1,3,5-triazine ClC1=NC=NC(=N1)C=1C2=CC=CC=C2C=2C=CC=CC2C1